7-(3,5-dimethyl-4-isoxazolyl)-8-(methoxy)-1-[(1R)-1-(2-pyridinyl)ethyl]-1,3-dihydro-2H-imidazo[4,5-c]quinolin-2-one CC1=NOC(=C1C=1C(=CC=2C3=C(C=NC2C1)NC(N3[C@H](C)C3=NC=CC=C3)=O)OC)C